C(O[C@H]1C[C@H](CC1)C1=NN(C(=C1)NC=1C=CC2=C(C(NS2(=O)=O)=O)C1)C(C)(C)C)(OC1=CC=C(C=C1)[N+](=O)[O-])=O (1R,3S)-3-(1-(tert-butyl)-5-((1,1-dioxido-3-oxo-2,3-dihydrobenzo[d]isothiazol-5-yl)amino)-1H-pyrazol-3-yl)cyclopentyl (4-nitrophenyl) carbonate